C(C)(C)(C)C1N(CC1COS(=O)(=O)C)C(=O)O.C(C)(C)(C)NC(COC[C@H](NC(C1=CC=CC=C1)(C1=CC=CC=C1)C1=CC=CC=C1)C(=O)O)=O O-(2-(tert-butylamino)-2-oxoethyl)N-trityl-L-serine tert-butyl-3-(methylsulfonyloxymethyl)azetidine-1-carboxylate